NCCC(O[Si](OC)(OC)CCC1=CC=CC=C1)CN (aminoethyl)(aminomethyl)phenethyl-trimethoxysilane